Ethyl 2-((9H-carbazol-2-yl)oxy)acetate C1=C(C=CC=2C3=CC=CC=C3NC12)OCC(=O)OCC